CN(CCN1N=CC(=C1)C=1C(=C(C(=CC1)O)N1CC(NS1(=O)=O)=O)F)C 5-(3-(1-(2-(dimethylamino)ethyl)-1H-pyrazol-4-yl)-2-fluoro-6-hydroxyphenyl)-1,2,5-thiadiazolidin-3-one 1,1-dioxide